N-[5-(2,2-difluoroethyl)-4-methoxy-pyrimidin-2-yl]-6-(difluoromethyl)-1H-indole-3-sulfonamide FC(CC=1C(=NC(=NC1)NS(=O)(=O)C1=CNC2=CC(=CC=C12)C(F)F)OC)F